COC(C[C@H](C(=O)OCC1=CC=CC=C1)N(C)C(=O)OC(C)(C)C)=O (R)-2-(tert-Butoxycarbonyl-(methyl)amino)succinic acid 1-benzyl 4-methyl ester